C(C)(C)(C)C1=CC=C(C=C1)C(C(C=CC1=C(C(=O)N)C=CC=C1)(F)F)O[Si](CC)(CC)CC 2-(4-(4-(tert-butyl)phenyl)-3,3-difluoro-4-((triethylsilyl)oxy)-1-buten-1-yl)benzamide